C(C)C(CC)CCC 3-ethylhexane